(1S,2R)-2-(difluoromethyl)-N-(8-(methylamino)-5-(5-((S)-2-methylmorpholino)benzo[d]oxazol-2-yl)-2,7-naphthyridin-3-yl)cyclopropane-1-carboxamide FC([C@H]1[C@H](C1)C(=O)NC=1N=CC2=C(N=CC(=C2C1)C=1OC2=C(N1)C=C(C=C2)N2C[C@@H](OCC2)C)NC)F